C(C)OC=1C=C(C=CC1C=1NC(C2=C(N1)NN=N2)=O)C2=CC(=CC(=C2)O)/C=C/C(=O)OCC ethyl (E)-3-(3'-ethoxy-5-hydroxy-4'-(7-oxo-6,7-dihydro-3H-[1,2,3]triazolo[4,5-d]pyrimidin-5-yl)-[1,1'-biphenyl]-3-yl)acrylate